C(C)(=O)OCCCCCCCCCCCC.C(C)(=O)ON.[K] potassium lauryl amino diacetate